5-fluoro-8-(4-fluorophenyl)-9-(1H-1,2,4-triazol-1-yl)-8,9-dihydro-2H-pyrido[4,3,2-de]Phthalazin-3-one-7-carboxylic acid tert-butyl ester C(C)(C)(C)OC(=O)N1C(C(C2=NNC(C=3C=C(C=C1C23)F)=O)N2N=CN=C2)C2=CC=C(C=C2)F